C(C1=CC=CC=C1)(C1=CC=CC=C1)(C1=CC=CC=C1)SCCN 2-(tritylthio)ethylamine